FCCOC1=CC(=NC=C1)C=1N=C(C2=C(N1)CCC2)N(CC(=O)NC=2C=NC(=CC2)OC)C 2-({2-[4-(2-fluoroethoxy)pyridin-2-yl]-5H,6H,7H-cyclopenta[d]pyrimidin-4-yl}(methyl)amino)-N-(6-methoxypyridin-3-yl)acetamide